C(=O)O.CN1N=C(C=C1C(=O)O)C(NCCNC1=NC=CC2=CC=C(C=C12)C1=NOC(=N1)C)=O 2-methyl-5-[2-[[7-(5-methyl-1,2,4-oxadiazol-3-yl)-1-isoquinolyl]amino]-ethylcarbamoyl]pyrazole-3-carboxylic acid formate